tert-butyl 4-[(4-{4-[2,6-bis(benzyloxy)pyridin-3-yl]phenyl}piperazin-1-yl)methyl]piperidine-1-carboxylate C(C1=CC=CC=C1)OC1=NC(=CC=C1C1=CC=C(C=C1)N1CCN(CC1)CC1CCN(CC1)C(=O)OC(C)(C)C)OCC1=CC=CC=C1